3-[2-(8-chloro-6-methoxy-4-oxo-chroman-2-yl)-5-(trifluoromethyl)phenoxy]propionic acid ClC=1C=C(C=C2C(CC(OC12)C1=C(OCCC(=O)O)C=C(C=C1)C(F)(F)F)=O)OC